NC=1C=CC(=C(C1)N1N=CC(=C1)C=1C=CC=C2C(=NC=NC12)NCC1=C(C=C(C=C1)OC)OC)C 8-(1-(5-amino-2-methylphenyl)-1H-pyrazol-4-yl)-N-(2,4-dimethoxybenzyl)quinazolin-4-amine